C(C)(=O)OC1=CC=C(CC(C(CCC(=O)O)CP(=O)(OCC2=CC=C(C=C2)OC(C)=O)OCC2=CC=C(C=C2)OC(C)=O)=O)C=C1 5-(4-Acetoxybenzyl)-4-((bis((4-acetoxybenzyl)oxy)phosphoryl)methyl)-5-oxopentanoic acid